Tert-butyl 3-(5,7-dichloro-8-fluoro-2-(methylthio)pyrido[4,3-d]pyrimidin-4-yl)-1-((methoxy-d3)methyl)-3,8-diazabicyclo[3.2.1]octan-8-carboxylate ClC1=NC(=C(C=2N=C(N=C(C21)N2CC1(CCC(C2)N1C(=O)OC(C)(C)C)COC([2H])([2H])[2H])SC)F)Cl